O1C(=CC=C1)C1CC(CC(C1)=O)=O 5-(2-furyl)cyclohexane-1,3-dione